4-(2,6-dichloro-4-pyridinyl)-N-phenyl-pyrimidin-2-amine ClC1=NC(=CC(=C1)C1=NC(=NC=C1)NC1=CC=CC=C1)Cl